ethyl 5-amino-2-chloro-6-(5-methyl-1H-indazol-4-yl)pyrimidine-4-carboxylate NC=1C(=NC(=NC1C1=C2C=NNC2=CC=C1C)Cl)C(=O)OCC